ClC1=C(C(=O)NC2=NN=NN2CC)C=CC(=C1C(=O)N(C)C)S(=O)(=O)C 2-Chloro-N1-(1-ethyl-1H-tetrazol-5-yl)-N3,N3-dimethyl-4-(methylsulfonyl)isophthalamid